[Br-].C(C)OC(C(CCCCCCCCCCCCCC)[N+](C)(C)C)=O (1-ethoxy-1-oxohexadecan-2-yl)-trimethylammonium bromide